1-(4-Bromo-1-methyl-pyrazol-3-yl)ethanol BrC=1C(=NN(C1)C)C(C)O